benzophenone N-methyl-(2-naphthyl) hydrazone CN(N=C(C1=CC=CC=C1)C1=CC=CC=C1)C1=CC2=CC=CC=C2C=C1